N'-benzyl-N'-[(2-methylpyrazol-3-yl)methyl]oxamide C(C1=CC=CC=C1)N(C(C(N)=O)=O)CC=1N(N=CC1)C